C1(CC1)S(=O)(=O)C=1C=C(OC[C@H](CN(C(OC(C)(C)C)=O)[C@H]2COC3(C2)CCN(CC3)S(=O)(=O)C=3C=NC2=CC(=CC=C2C3O)F)O)C=CC1 tert-butyl ((S)-3-(3-(cyclopropylsulfonyl)phenoxy)-2-hydroxypropyl)((R)-8-((7-fluoro-4-hydroxyquinolin-3-yl)sulfonyl)-1-oxa-8-azaspiro[4.5]decan-3-yl)carbamate